tert-Butyl ((3R,5R)-1-(5-amino-6-isopropyl-1-methyl-1H-benzo[d]imidazol-2-yl)-5-fluoropiperidin-3-yl)carbamate NC1=CC2=C(N(C(=N2)N2C[C@@H](C[C@H](C2)F)NC(OC(C)(C)C)=O)C)C=C1C(C)C